N-methyl-L-citrulline CN[C@@H](CCCNC(=O)N)C(=O)O